{2-[ethyl-(methyl)amino]-7-oxo-4-(propan-2-yl)-6H,7H-thieno[2,3-d]pyridazin-6-yl}-N-(pyrimidin-2-yl)acetamide C(C)N(C1=CC2=C(C(N(N=C2C(C)C)CC(=O)NC2=NC=CC=N2)=O)S1)C